ClCC(=O)NCCCNC1=NC2=CC(=C(C=C2C(=N1)N(CC)C1CCN(CC1)C1CCCCC1)OC)OC 2-chloro-N-(3-((4-((1-cyclohexylpiperidin-4-yl)(ethyl)amino)-6,7-dimethoxyquinazolin-2-yl)amino)propyl)acetamide